2-(4-{2-[(R)-2-(difluoromethyl)-1-azetidinyl]-5-chloro-6-(trifluoromethyl)-4-pyrimidinyl}-1-pyrazolyl)-1-(1-piperazinyl)-1-ethanone FC([C@@H]1N(CC1)C1=NC(=C(C(=N1)C=1C=NN(C1)CC(=O)N1CCNCC1)Cl)C(F)(F)F)F